4-methoxy-3-(trifluoromethyl)-1-{[2-(trimethylsilyl)ethoxy]methyl}-1H-pyrazole-5-carboxylic acid COC=1C(=NN(C1C(=O)O)COCC[Si](C)(C)C)C(F)(F)F